C12CNCC(C1C1=C3C(N(C(C3=CC=C1F)=O)C1C(NC(CC1)=O)=O)=O)C2 4-(3-azabicyclo[3.1.1]heptan-6-yl)-2-(2,6-dioxopiperidin-3-yl)-5-fluoroisoindoline-1,3-dione